[Ni].C(C)(C)(C)C1=CC=C(C=C1)\C=C\C1=CC=C(C=C1)C(C)(C)C (trans-1,2-bis(4-t-butylphenyl)ethylene) nickel (0)